3-oxo-benzisothiazole-2(3H)-formaldehyde 1,1-dioxide O=C1N(S(C2=C1C=CC=C2)(=O)=O)C=O